CN1CCC(CC1)C1=CC=C(C=C1)C1=CC=C2C=CN(C(C2=C1)=O)C(C(=O)NC=1SC=CN1)C1=CC=CC=C1 2-(7-(4-(1-Methylpiperidin-4-yl)-phenyl)-1-oxoisoquinolin-2(1H)-yl)-2-phenyl-N-(thiazol-2-yl)acetamide